4-ethyl-3-methyl-aniline C(C)C1=C(C=C(N)C=C1)C